allyl 3-((4-(((3S,5R)-5-methylpyrrolidin-3-yl)methoxy)phenyl)sulfonyl)azetidine-1-carboxylate C[C@@H]1C[C@@H](CN1)COC1=CC=C(C=C1)S(=O)(=O)C1CN(C1)C(=O)OCC=C